(5-amino-1-{6-[(2,6-difluorophenyl)oxy]-4-methylpyridin-3-yl}pyrazol-4-yl)[6-(azetidin-3-yl)-6,7,8,9-tetrahydro-3H-pyrrolo[3,2-f]quinolin-2-yl]methanone NC1=C(C=NN1C=1C=NC(=CC1C)OC1=C(C=CC=C1F)F)C(=O)C1=CC2=C3CCCN(C3=CC=C2N1)C1CNC1